C1(=CC=CC=C1)[C@@H](C)OC(NC1=C(N=NN1CC#N)C1=NC(=C(C=C1)NS(=O)(=O)C)C)=O (R)-1-phenylethyl(1-(cyanomethyl)-4-(6-methyl-5-(methyl-sulfonamido)pyridin-2-yl)-1H-1,2,3-triazol-5-yl)carbamate